tert-butyl ((3S)-1-(4-chloro-2-(6-((6,6-dimethyl-2,4-dioxo-3-azabicyclo[3.1.0]hexan-3-yl)methyl)pyrrolo[2,1-f][1,2,4]triazin-4-yl)phenyl)piperidin-3-yl)(methyl)carbamate ClC1=CC(=C(C=C1)N1C[C@H](CCC1)N(C(OC(C)(C)C)=O)C)C1=NC=NN2C1=CC(=C2)CN2C(C1C(C1C2=O)(C)C)=O